4,6-dimethyl-1,3,5-triazin-2-amine CC1=NC(=NC(=N1)C)N